FC/C=C/C(=O)N1[C@@H](CN(CC1)C=1C=CC=2N=CN=C(C2N1)NC1=C(C(=C(C=C1)OC1=CC2=C(N(N=N2)C)C=C1)C)F)C (R,E)-4-fluoro-1-(4-(4-((2-fluoro-3-methyl-4-((1-methyl-1H-benzo[d][1,2,3]triazol-5-yl)oxy)phenyl)amino)pyrido[3,2-d]pyrimidin-6-yl)-2-methylpiperazin-1-yl)but-2-en-1-one